[1-(trifluoromethyl)cyclopropyl]methylamine hydrochloride Cl.FC(C1(CC1)CN)(F)F